4-(dimethylamino)-α-[4-(dimethylamino)phenyl]-α-phenyl-benzenemethanol CN(C1=CC=C(C=C1)C(O)(C1=CC=CC=C1)C1=CC=C(C=C1)N(C)C)C